1-t-butoxycarbonyl-4-acetylpiperidine C(C)(C)(C)OC(=O)N1CCC(CC1)C(C)=O